O=C1NC(=CC=C1C(=O)NC(C1=CC(=CC=C1)CCC)C1=CC=CC=C1)C(F)(F)F 2-oxo-N-(phenyl(3-propylphenyl)methyl)-6-(trifluoromethyl)-1,2-dihydropyridine-3-carboxamide